4-(2-(3,4-dimethoxyphenyl)thiazol-4-yl)-1,2-oxaborol-2-ol COC=1C=C(C=CC1OC)C=1SC=C(N1)C=1CB(OC1)O